4-methyl-1-(1H-pyrazol-4-ylmethyl)-5-[[4-[[6-(2,2,2-trifluoroethyl)thieno[2,3-d]pyrimidin-4-yl]amino]piperidin-1-yl]methyl]indole-2-carbonitrile CC1=C2C=C(N(C2=CC=C1CN1CCC(CC1)NC=1C2=C(N=CN1)SC(=C2)CC(F)(F)F)CC=2C=NNC2)C#N